r-ethylene C=C